FC(C1=CC=C(C(=O)NC2CCC(CC2)NC2=CC=CC=3N2C=C(N3)C(F)(F)F)C=C1)F 4-(difluoromethyl)-N-[(1s,4s)-4-{[2-(trifluoromethyl)imidazo[1,2-a]pyridin-5-yl]amino}cyclohexyl]benzamide